trihexylammonium hydroxide [OH-].C(CCCCC)[NH+](CCCCCC)CCCCCC